(R)-(3-chloro-1-methyl-1H-1,2,4-triazol-5-yl)(4-(4-chloropyrazolo[1,5-a]pyridin-2-yl)-6,7-dihydro-1H-imidazo[4,5-c]pyridin-5(4H)-yl)methanone ClC1=NN(C(=N1)C(=O)N1[C@H](C2=C(CC1)NC=N2)C2=NN1C(C(=CC=C1)Cl)=C2)C